4-cyclopropylmethoxy-3,5-dimethoxyphenethylamine C1(CC1)COC1=C(C=C(CCN)C=C1OC)OC